2-(4-oxo-1-(trifluoromethyl)cyclohexyl)acetonitrile O=C1CCC(CC1)(C(F)(F)F)CC#N